C1CC12NCCC(C2)N2C(C1=C(C=C(C=C1C=C2)C2=CC1=C(N=C(O1)C)C(=C2)C)F)=O 2-{4-azaspiro[2.5]octan-7-yl}-6-(2,4-dimethyl-1,3-benzoxazol-6-yl)-8-fluoroisoquinolin-1-one